Yttrium(III) acetate C(C)(=O)[O-].[Y+3].C(C)(=O)[O-].C(C)(=O)[O-]